C1(=CC=CC=C1)C1=NC(N=C1C1=CC=CC=C1)=O 4,5-diphenylimidazolone